di-tert-butyl 7-bromo-2,3-dihydropyrido[2,3-b]pyrazine-1,4-dicarboxylate BrC1=CC2=C(N(CCN2C(=O)OC(C)(C)C)C(=O)OC(C)(C)C)N=C1